(2R)-N-[4-(cyclopropoxy)phenyl]-1-(2-pyridylmethyl)piperidine-2-carboxamide C1(CC1)OC1=CC=C(C=C1)NC(=O)[C@@H]1N(CCCC1)CC1=NC=CC=C1